acryloyloxybutylbis(vinyldimethylsiloxy)methylsilane C(C=C)(=O)OCCCC[SiH2]C(O[Si](C=C)(C)C)O[Si](C)(C)C=C